(3,4-dimethoxyphenyl)ethylamine COC=1C=C(C=CC1OC)CCN